COC=1C(=C(C=CC1)C=1C=C2C=NN(C(C2=CC1)=O)C1=NC=C(C=N1)N1CCCCC1)C 6-(3-Methoxy-2-methylphenyl)-2-(5-(piperidin-1-yl)pyrimidin-2-yl)phthalazin-1(2H)-one